CC1=C(C=CC=C1C)C=1C=C2C=C(NC2=CC1)C 5-(2,3-dimethylphenyl)-2-methylindole